5-Sulfoisophthalic acid sodium salt [Na+].S(=O)(=O)([O-])C=1C=C(C=C(C(=O)[O-])C1)C(=O)[O-].[Na+].[Na+]